O=C(CC(=O)OCC)C1(CC1)C1=CC=CC=C1 ethyl 3-oxo-3-(1-phenylcyclopropyl)propanoate